C(C1=CC=CC=C1)OC(=O)N1[C@@H](C(NCC1)=O)COC(C)(C)C (2R)-2-(tert-Butoxymethyl)-3-oxo-piperazine-1-carboxylic acid benzyl ester